C(C)(=O)C1=C(C2=C(N=C(N=C2)NC2=NC=C(C=C2)N2CCC(CC2)CO)N(C1=O)C1CCCC1)C 6-acetyl-8-cyclopentyl-2-((5-(4-(hydroxymethyl)piperidin-1-yl)pyridin-2-yl)amino)-5-methylpyrido[2,3-d]pyrimidin-7(8H)-one